BrC1=CN=C2SC(=NN21)C2=CC=C(C(=O)N)C=C2 4-(5-bromoimidazo[2,1-b][1,3,4]thiadiazol-2-yl)benzamide